C(C)(C)(C)OC(=O)N1CCC(CC1)C=1C=C2C(=CNC2=CC1)C 4-(3-methyl-1H-indol-5-yl)piperidine-1-carboxylic acid tert-butyl ester